(S)-N-(7-(3-((1H-indazol-6-yl)amino)-3-oxopropyl)-5-methyl-4-oxo-2,3,4,5-tetrahydrobenzo[b][1,4]oxazepin-3-yl)-5-benzyl-1H-1,2,4-triazole-3-carboxamide N1N=CC2=CC=C(C=C12)NC(CCC1=CC2=C(OC[C@@H](C(N2C)=O)NC(=O)C2=NNC(=N2)CC2=CC=CC=C2)C=C1)=O